1-hexyl-3-methyl-imidazolium bromide [Br-].C(CCCCC)N1C=[N+](C=C1)C